NC1=C2C(=NC=N1)N(N=C2C)C(C)C=2C(=C(C(=C(C2)Cl)F)C2CC(NC2)=O)OCC 4-(3-(1-(4-amino-3-methyl-1H-pyrazolo[3,4-d]pyrimidin-1-yl)ethyl)-5-chloro-2-ethoxy-6-fluorophenyl)pyrrolidin-2-one